D-N4-hydroxycytidine ONC1=NC(N([C@H]2[C@H](O)[C@H](O)[C@@H](CO)O2)C=C1)=O